5-(2-(1-adamantyl)-2-propoxycarbonylmethyloxycarbonyl)-bicyclo[2.2.1]Hept-2-ene C12(CC3CC(CC(C1)C3)C2)C(C)(C)OC(=O)COC(=O)C2C3C=CC(C2)C3